5-(2-(trifluoromethyl)phenyl)-1H-indazole-6-carbonitrile FC(C1=C(C=CC=C1)C=1C=C2C=NNC2=CC1C#N)(F)F